[Ni+2].[Cu+2].[Si]([O-])([O-])([O-])[O-].[Mg+2] magnesium silicate copper-nickel